1-(1-methoxypropan-2-yl)-4-nitro-3-(oxetan-3-yloxy)-1H-pyrazole COCC(C)N1N=C(C(=C1)[N+](=O)[O-])OC1COC1